N-{3-[(1-methyl-1H-imidazol-2-yl)methylidene]-2-oxo-2,3-dihydro-1H-indol-5-yl}-4-methylbenzenesulfonamide CN1C(=NC=C1)C=C1C(NC2=CC=C(C=C12)NS(=O)(=O)C1=CC=C(C=C1)C)=O